O(C1=CC=CC=C1)C1=CC=CC=N1 6-Phenoxypyridine